3-(4-(tert-butyl)phenyl)urea C(C)(C)(C)C1=CC=C(C=C1)NC(N)=O